N=1C=NN2C1C=CC(=C2)C=2C=CN1N=C(N=C(C12)OCC(F)F)NC1CC(C1)(C)NC(C)=O N-((1r,3r)-3-((5-([1,2,4]triazolo[1,5-a]pyridin-6-yl)-4-(2,2-difluoroethoxy)pyrrolo[2,1-f][1,2,4]triazin-2-yl)amino)-1-methylcyclobutyl)acetamide